C(#N)C1=C(OC=2C=C3C(N(C=NC3=CC2)CCC2(CCN(CC2)C(=O)OC(C)(C)C)F)=O)C(=CC=C1F)F tert-butyl 4-[2-[6-(2-cyano-3,6-difluoro-phenoxy)-4-oxo-quinazolin-3-yl]ethyl]-4-fluoro-piperidine-1-carboxylate